trimethylpropane triacrylate CC(C)(C)C(COC(=O)C=C)(OC(=O)C=C)OC(=O)C=C